cyclopropylcyclohexan-1-amine C1(CC1)C1(CCCCC1)N